[Si](C)(C)(C(C)(C)C)O[C@H]1C[C@H](CCC1(F)F)N1\C(\N[C@](CC1=O)(C)C1=C(C(=CC=C1)I)Cl)=N\C(OC(C)(C)C)=O |&1:8,10| tert-Butyl (NE)-N-[(4S)-1-{(1SR,3SR)-3-[tert-butyl(dimethyl)silyl]oxy-4,4-difluoro-cyclohexyl}-4-(2-chloro-3-iodophenyl)-4-methyl-6-oxohexahydropyrimidin-2-ylidene]-carbamate